(S)-8-(2-amino-6-((R)-2,2,2-trifluoro-1-(4'-hydroxy-[1,1'-biphenyl]-4-yl)ethoxy)pyrimidin-4-yl)-2,8-diazaspiro[4.5]decane-3-carboxylic acid NC1=NC(=CC(=N1)N1CCC2(C[C@H](NC2)C(=O)O)CC1)O[C@@H](C(F)(F)F)C1=CC=C(C=C1)C1=CC=C(C=C1)O